ethyl-3,3-di(t-butyl peroxy)butyrate C(C)OC(CC(C)(OOC(C)(C)C)OOC(C)(C)C)=O